CC1=CC=CC(=N1)C=1C=NN(C1)CCCCCCN 6-(4-(6-methylpyridin-2-yl)-1H-pyrazol-1-yl)hexan-1-amine